FC1=C(C(=O)NCC#C)C(=CC(=C1)NC=1C=2N(C=CN1)C(=CN2)C=2C(=NNC2)C(F)(F)F)C 2-fluoro-6-methyl-N-prop-2-ynyl-4-[[3-[3-(trifluoromethyl)-1H-pyrazol-4-yl]imidazo[1,2-a]pyrazin-8-yl]amino]benzamide